2-(6-(4-(1-(4-cyanocyclohexyl)-3,3-dimethyl-2,3-dihydro-1H-pyrrolo[3,2-b]pyridin-5-carbonyl)-3,3-dimethylpiperazin-1-yl)pyridin-3-yl)acetic acid C(#N)C1CCC(CC1)N1CC(C2=NC(=CC=C21)C(=O)N2C(CN(CC2)C2=CC=C(C=N2)CC(=O)O)(C)C)(C)C